FC(C1=CC2=C(C=C(S2)C(=O)O)C=C1)(F)F 6-(trifluoromethyl)-1-benzothiophene-2-carboxylic acid